ClC=1C=C(C=CC1)N[C@@H](C)C(=O)N1[C@H]2CC([C@@H]([C@H]1C(=O)N[C@@H](C[C@H]1C(NCCC1)=O)C#N)CC2)(F)F (1R,3S,4R)-2-((3-chlorophenyl)-L-alanyl)-N-((S)-1-cyano-2-((S)-2-oxopiperidin-3-yl)ethyl)-5,5-difluoro-2-azabicyclo[2.2.2]octane-3-carboxamide